FC=1C(=NC=C(C1)B1OC(C(O1)(C)C)(C)C)C1(CC1)S(=O)(=O)C 3-fluoro-2-(1-methanesulfonylcyclopropyl)-5-(4,4,5,5-tetramethyl-1,3,2-dioxaborolan-2-yl)pyridine